(difluoromethyl)-3-methylimidazole bromine salt [Br].FC(F)C1=NC=CN1C